(S)-(3-chlorophenyl)(4-(3-(5-fluoropyridin-2-ylamino)pyrrolidin-1-yl)-3-(2-hydroxyethyl)phenyl)methanone ClC=1C=C(C=CC1)C(=O)C1=CC(=C(C=C1)N1C[C@H](CC1)NC1=NC=C(C=C1)F)CCO